(5-bromo-3-chloropyridin-2-yl)(3-hydroxyazetidin-1-yl)methanone BrC=1C=C(C(=NC1)C(=O)N1CC(C1)O)Cl